(3R)-3-amino-7-(5-tert-butyl-1,3,4-oxadiazol-2-yl)-5-[[4-(difluoromethoxy)phenyl]methyl]-8-fluoro-1,1-dioxo-2,3-dihydro-1λ6,5-benzothiazepin-4-one N[C@H]1CS(C2=C(N(C1=O)CC1=CC=C(C=C1)OC(F)F)C=C(C(=C2)F)C=2OC(=NN2)C(C)(C)C)(=O)=O